BrC=1C=CC(=C(C1)NC(=O)NC1=CC(=CC=C1)OC(F)(F)F)CO 1-(5-bromo-2-hydroxymethylphenyl)-3-(3-trifluoromethoxyphenyl)urea